SC1CC(C1)N[C@H]1C[C@H](CC1)NC(OCC1=CC=C(C=C1)[N+](=O)[O-])=O 4-nitrobenzyl ((1S,3R)-3-(((1S,3S)-3-mercaptocyclobutyl)amino)cyclopentyl)carbamate